BrC=1C=C(C=CC1)C=1C(=C(NC1)CC1CC1)C(=O)C1=CC(=C(C(=C1)F)S(=O)(=O)N(CC1=CC=C(C=C1)OC)CC1=CC=C(C=C1)OC)F 4-(4-(3-bromophenyl)-2-(cyclopropylmethyl)-1H-pyrrole-3-carbonyl)-2,6-difluoro-N,N-bis(4-methoxybenzyl)benzenesulfonamide